C1=CC=CC=2C3=CC=CC=C3C(C12)COC(=O)N[C@H](C(=O)OC(C)(C)C)CCC(=O)N1[C@@H](CC(C1)(F)F)C#N tert-butyl (S)-2-((((9H-fluoren-9-yl)methoxy)carbonyl)amino)-5-((S)-2-cyano-4,4-difluoropyrrolidin-1-yl)-5-oxopentanoate